1-(1'-(azetidin-3-yl)-3'-fluoro-[1,4'-bipiperidin]-4-yl)-3-(4-phenoxyphenyl)-1H-pyrazolo[3,4-d]pyrimidin-4-amine N1CC(C1)N1CC(C(CC1)N1CCC(CC1)N1N=C(C=2C1=NC=NC2N)C2=CC=C(C=C2)OC2=CC=CC=C2)F